C1(=CC=CC2=CC=CC=C12)C=1N=C(SC1)C=1N=C(SC1)N (1-naphthyl)-[2,4'-bithiazole]-2'-amine